(S)-3-isopropyl-6-((1-(5,6,7,8-tetrahydronaphthalen-2-yl)ethyl)amino)-1,3,5-triazine-2,4(1H,3H)-dione C(C)(C)N1C(NC(=NC1=O)N[C@@H](C)C1=CC=2CCCCC2C=C1)=O